C(C)(C)(C)OOOC(C(C)(C)C)=O pivalic acid tertiary-butyl-peroxyester